C1(CCCC1)N1N=CC(=C1)C1=CC=C(S1)C(C)NC1=NC(=NC2=CC(=C(C=C12)OC)OC)C N-{1-[5-(1-cyclopentyl-1H-pyrazol-4-yl)thiophen-2-yl]ethyl}-6,7-dimethoxy-2-methylquinazolin-4-amine